FC1=C(C=C(C=C1)O)C=1C=NC=C(C(=O)[O-])C1 5-(2-fluoro-5-hydroxyphenyl)nicotinate